3-(trans-4-(2-(7-(2,3-dichlorophenyl)-2,7-diazaspiro[4.4]nonan-2-yl)ethyl)cyclohexyl)-1,1-dimethylurea ClC1=C(C=CC=C1Cl)N1CC2(CCN(C2)CC[C@@H]2CC[C@H](CC2)NC(N(C)C)=O)CC1